1-(1-(((4-(3,8-diazabicyclo[3.2.1]octan-3-yl)-7-(6-chloro-5-methyl-1H-indol-4-yl)-6,8-difluoroquinazolin-2-yl)oxy)methyl)cyclopropyl)-N,N-dimethylmethanamine C12CN(CC(CC1)N2)C2=NC(=NC1=C(C(=C(C=C21)F)C2=C1C=CNC1=CC(=C2C)Cl)F)OCC2(CC2)CN(C)C